N-(8-fluoro-2-methyl-imidazo[1,2-a]pyridin-6-yl)-6-[(3S)-3-piperidyl]thieno[2,3-b]pyridine-2-carboxamide FC=1C=2N(C=C(C1)NC(=O)C1=CC=3C(=NC(=CC3)[C@@H]3CNCCC3)S1)C=C(N2)C